(E)-N-((4'-(Dimethylamino)-[1,1'-biphenyl]-4-yl)methyl)-N-(3-(3-methylbut-1-en-1-yl)phenyl)cyclohexanecarboxamide CN(C1=CC=C(C=C1)C1=CC=C(C=C1)CN(C(=O)C1CCCCC1)C1=CC(=CC=C1)\C=C\C(C)C)C